C(C)N1N=C(C(=C1)C1=NC=NC2=CC(=C(C=C12)NC(=O)[C@@]12COC[C@H]2C1)OC)C1=CC=C(C=C1)F (1S,5S)-N-(4-(1-ethyl-3-(4-fluorophenyl)-1H-pyrazol-4-yl)-7-methoxyquinazolin-6-yl)-3-oxabicyclo[3.1.0]hexane-1-carboxamide